C(C)(=O)OCC(CC)CC 2-ethylbutyl acetate